2-chloro-N-(4-nitrophenyl)benzamide ClC1=C(C(=O)NC2=CC=C(C=C2)[N+](=O)[O-])C=CC=C1